C(C)(C)(C)OC(=O)N1CCOC[C@H](C1)OS(=O)(=O)C.N1(N=CC=C1)[C@@H]1CN(CCOC1)C(=O)OC(C)(C)C tert-Butyl (R)-6-(1H-pyrazol-1-yl)-1,4-oxazepane-4-carboxylate Tert-butyl-(S)-6-((methylsulfonyl)oxy)-1,4-oxazepane-4-carboxylate